1,2,3,4-butanetetracarboxylic acid tetrakis(2,2,6,6-tetramethyl-4-piperidyl) ester CC1(NC(CC(C1)OC(=O)CC(C(CC(=O)OC1CC(NC(C1)(C)C)(C)C)C(=O)OC1CC(NC(C1)(C)C)(C)C)C(=O)OC1CC(NC(C1)(C)C)(C)C)(C)C)C